O1C(CCCC1)OCCOCCOCCOC1=CC=C(C(=O)C2=CC=CC=C2)C=C1 4-(2-(2-(2-((tetrahydro-2H-pyran-2-yl)oxy)ethoxy)ethoxy)ethoxy)benzophenone